C(C)(C)(C)OC(C[C@@H](C(=O)N[C@H](C(=O)OCC)CCC1=CC=CC=C1)NC(=O)OCC1=CC=CC=C1)=O (S)-3-(((benzyloxy)carbonyl)amino)-4-(((S)-1-ethoxy-1-oxo-4-phenylbutan-2-yl)amino)-4-oxobutanoic acid tert-butyl ester